Methyl (2-(4-(((tert-butoxycarbonyl)amino)methyl)phenyl)thiazole-4-carbonyl)-L-serinate C(C)(C)(C)OC(=O)NCC1=CC=C(C=C1)C=1SC=C(N1)C(=O)N[C@@H](CO)C(=O)OC